(1R,2R)-N-{1,2-Diphenyl-2-[(thiophen-2-ylmethyl)amino]ethyl}-4-methylbenzenesulfonamide C1(=CC=CC=C1)[C@H]([C@H](NCC=1SC=CC1)C1=CC=CC=C1)NS(=O)(=O)C1=CC=C(C=C1)C